CC1=CC=C(C2=C1C=C(O2)C(=O)O)C 4,7-Dimethylbenzofuran-2-carboxylic acid